[Mo].[Ni] nickel molybdenum